(R)-6-methylpiperidine-2-one C[C@@H]1CCCC(N1)=O